3,12,19-trioxo-2,7,10-trioxa-4,13,20-triazadocosane-22-oic acid methyl ester COC(CNC(CCCCCNC(COCCOCCNC(OC)=O)=O)=O)=O